tert-butyl N-[2-[5-[(1R)-1-benzyloxy-1-(trifluoromethyl)but-3-enyl]-1,3,4-oxadiazol-2-yl]-6-(1-but-3-enylcyclobutanecarbonyl)-5-(trifluoromethyl)-3-pyridyl]carbamate C(C1=CC=CC=C1)O[C@@](CC=C)(C(F)(F)F)C1=NN=C(O1)C1=NC(=C(C=C1NC(OC(C)(C)C)=O)C(F)(F)F)C(=O)C1(CCC1)CCC=C